Furfuryladenine C(C1=CC=CO1)C1=NC(=C2NC=NC2=N1)N